C(#N)C1(CC1)NC(C1=C(C=CC=C1)NC1=C(C=C(C=C1)OCC1=NC=CC=C1)C1CC1)=O N-(1-cyanocyclopropyl)-2-({2-cyclopropyl-4-[(pyridin-2-yl)methoxy]phenyl}amino)benzamide